(±)-trans-4-phenyl-3-(1-methylisoquinolin-5-ylcarbamoyl)pyrrolidine-1-carboxylic acid C1(=CC=CC=C1)[C@H]1[C@@H](CN(C1)C(=O)O)C(NC1=C2C=CN=C(C2=CC=C1)C)=O |r|